C(CCCCCCCCCCC)OC(O)=O.CI methyl iodide dodecyl-carbonate